BrC1=NN(C(=N1)OC1=CC(=CC(=C1)F)F)CC(F)(F)F 3-bromo-5-(3,5-difluorophenoxy)-1-(2,2,2-trifluoroethyl)-1H-1,2,4-triazole